O1C(OCC1)=O 1,3-Dioxolidin-2-on